N-((6-aminopyridin-3-yl)methyl)-6'-fluoro-4'-oxo-3',4'-dihydro-1'H-spiro[piperidine-4,2'-quinoline]-1-carboxamide NC1=CC=C(C=N1)CNC(=O)N1CCC2(NC3=CC=C(C=C3C(C2)=O)F)CC1